C(C(=O)N)(=O)N Ethanediamide